5-((5-(2-(((1R,3S)-3-aminocyclopentyl)oxy)phenyl)-1H-pyrazol-3-yl)amino)-3-methylpyrazine-2-carbonitrile N[C@@H]1C[C@@H](CC1)OC1=C(C=CC=C1)C1=CC(=NN1)NC=1N=C(C(=NC1)C#N)C